3-((2-aminobenzyl)amino)-N-(4-(N-phenylsulfamoyl)phenyl)benzamide NC1=C(CNC=2C=C(C(=O)NC3=CC=C(C=C3)S(NC3=CC=CC=C3)(=O)=O)C=CC2)C=CC=C1